3-[[4-(2,6-Dimethylphenyl)-6-[1-[(3R)-morpholin-3-yl]-2-phenyl-ethoxy]pyrimidin-2-yl]sulfamoyl]benzoic acid CC1=C(C(=CC=C1)C)C1=NC(=NC(=C1)OC(CC1=CC=CC=C1)[C@@H]1NCCOC1)NS(=O)(=O)C=1C=C(C(=O)O)C=CC1